(1R,4R)-4-(((6-chloro-2-((4-((2S,6R)-2,6-dimethylmorpholino)phenyl)amino)-5-fluoropyrimidin-4-yl)oxy)methyl)cyclohexan-1-ol ClC1=C(C(=NC(=N1)NC1=CC=C(C=C1)N1C[C@@H](O[C@@H](C1)C)C)OCC1CCC(CC1)O)F